OC1=C(C=CC=C1)C1=CC=CC(=N1)C=1C=C(C=CC1)C1=NC(=NC(=N1)C1=CC=CC=C1)C1=CC=CC=C1 2-(3-(6-(2-hydroxyphenyl)pyridin-2-yl)phenyl)-4,6-diphenyl-1,3,5-triazine